C1(=CC=CCCCC1)[Pt](C)C cyclooctadienyldimethylplatinum